4-((S)-1-cyclobutylethylamino)-2-((1r,4S)-4-hydroxycyclohexylamino)pyrimidine-5-carboxamide C1(CCC1)[C@H](C)NC1=NC(=NC=C1C(=O)N)NC1CCC(CC1)O